3-[4-[3-[(2S)-2-[[(4-Methoxyphenyl)methyl-methyl-amino]methyl]morpholin-4-yl]prop-1-ynyl]-3-methyl-2-oxo-benzimidazol-1-yl]piperidine-2,6-dione COC1=CC=C(C=C1)CN(C)C[C@H]1CN(CCO1)CC#CC1=CC=CC=2N(C(N(C21)C)=O)C2C(NC(CC2)=O)=O